(1,1'-biphenyl)-4-carbaldehyde C1(=CC=C(C=C1)C=O)C1=CC=CC=C1